(3s,4s)-4-{[5-(2,4-difluoro-phenyl)-isoxazole-3-carbonyl]-amino}-piperidine-3-carboxylic acid (1-pyrimidin-2-yl-cyclopropyl)-amide N1=C(N=CC=C1)C1(CC1)NC(=O)[C@H]1CNCC[C@@H]1NC(=O)C1=NOC(=C1)C1=C(C=C(C=C1)F)F